BrC1=CC=C(OC2=C(N=NN2CC2=CC=C(C=C2)OC)C(=O)[O-])C=C1 5-(4-bromophenoxy)-1-(4-methoxybenzyl)-1H-1,2,3-triazole-4-carboxylate